benzyl (2S,4S)-4-(4-fluorophenyl)-1-((4-phenoxybutanoyl)glycyl)pyrrolidine-2-carboxylate FC1=CC=C(C=C1)[C@@H]1C[C@H](N(C1)C(CNC(CCCOC1=CC=CC=C1)=O)=O)C(=O)OCC1=CC=CC=C1